C(#N)C=1C=CC(=C(OC2CCN(CC2)C(CNC(=O)C=2N=CN(C2)C2=CC=CC=C2)=O)C1)C 1-Phenyl-1H-imidazole-4-carboxylic acid {2-[4-(5-cyano-2-methyl-phenoxy)-piperidin-1-yl]-2-oxo-ethyl}-amide